1-(ethylamino)-4-(2-fluoropyridin-3-yl)-6-(trifluoromethyl)-3H-pyrido[1,2-c]pyrimidin-3-one C(C)NC1=NC(C(=C2N1C=CC(=C2)C(F)(F)F)C=2C(=NC=CC2)F)=O